COC1=CC=C(C=C1)C1=CC=C(C=C1)S(=O)(=O)N1[C@@H](CCC1)C(=O)NNCC(=O)N (S)-2-(2-(((4'-Methoxy-[1,1'-biphenyl]-4-yl)sulfonyl)prolyl)hydrazineyl)acetamide